ClC1=CC=C2C(=CC=NC2=C1)NC(CCCN(CCO)CC1=NC=CN=C1)C 2-((4-((7-Chloroquinolin-4-yl)amino)pentyl)(pyrazin-2-ylmethyl)amino)ethan-1-ol